CC(C(C)(C)C)CCCC=CC Tetramethyl-6-octen